N-methyl-N-[(2R,4S)-2-methylpiperidin-4-yl]-6-[4-(1H-pyrazol-4-yl)-1H-indol-7-yl]pyridazin-3-amine CN(C=1N=NC(=CC1)C=1C=CC(=C2C=CNC12)C=1C=NNC1)[C@@H]1C[C@H](NCC1)C